3-(5-(((Trans-3-(3-cyclopropyl-4-(5-fluoro-6-(methylamino)pyridin-2-yl)-1H-pyrazol-1-yl)cyclobutyl)methyl)amino)-1-oxoisoindolin-2-yl)piperidine-2,6-dione C1(CC1)C1=NN(C=C1C1=NC(=C(C=C1)F)NC)[C@@H]1C[C@H](C1)CNC=1C=C2CN(C(C2=CC1)=O)C1C(NC(CC1)=O)=O